C(CCCCCCCCCO)O 1,10-DecaneDiol